CC1=CC(C=C(C1)C)C(=O)O 3,5-Dimethyl-2,5-cyclohexadiene-1-carboxylic acid